NC(C(C)(O)C)C1=CC=C(C=C1)OCC1(CCCC1)C 1-amino-2-methyl-1-(4-((1-methylcyclopentyl)methoxy)phenyl)propan-2-ol